NC=1CC(=CC2=C(N1)C=C(C=C2)C(=O)N2CCCC2)C(=O)N(CCC)CCCN 2-amino-N-(3-aminopropyl)-N-propyl-8-(pyrrolidine-1-carbonyl)-3H-benzo[b]azepine-4-carboxamide